ClC1=NC=CC(=N1)C1=CC2=C(C(=N1)OC)N=CN2C(C)C 6-(2-chloropyrimidin-4-yl)-1-isopropyl-4-methoxy-imidazo[4,5-c]pyridine